tert-butyl 9-(5-chloro-1-(1-cyclopropyl-1H-pyrazol-4-yl)-1H-indazol-6-yl)-3-oxa-7,9-diazabicyclo[3.3.1]nonane-7-carboxylate ClC=1C=C2C=NN(C2=CC1N1C2COCC1CN(C2)C(=O)OC(C)(C)C)C=2C=NN(C2)C2CC2